5-(2-(dimethylamino)ethyl)pyridin-2(1H)-one CN(CCC=1C=CC(NC1)=O)C